(2S)-2-methyl-1-[2-[5-(p-tolyl)-1H-imidazol-2-yl]-1-piperidinyl]butan-1-one C[C@H](C(=O)N1C(CCCC1)C=1NC(=CN1)C1=CC=C(C=C1)C)CC